[2-(2,6-diisopropoxyphenyl)phenyl]phosphane C(C)(C)OC1=C(C(=CC=C1)OC(C)C)C1=C(C=CC=C1)P